5α,6β-dihydroxycholestanol C[C@H](CCCC(C)C)[C@H]1CC[C@@H]2[C@@]1(CC[C@H]3[C@H]2C[C@H]([C@@]4([C@@]3(CC[C@@H](C4)O)C)O)O)C